3-(6-bromo-7-isopropoxy-1-oxoisoindolin-2-yl)piperidine-2,6-dione BrC1=CC=C2CN(C(C2=C1OC(C)C)=O)C1C(NC(CC1)=O)=O